8,8'-(((2-(hydroxy-methyl)cycloprop-yl)methyl)azanedi-yl)bis(N,N-didec-yloctanamide) OCC1C(C1)CN(CCCCCCCC(=O)N(CCCCCCCCCC)CCCCCCCCCC)CCCCCCCC(=O)N(CCCCCCCCCC)CCCCCCCCCC